CN(CCNC(CCC(CSCCCCCCCCCCCC)SCCCCCCCCCCCC)=O)C N-(2-(dimethylamino)ethyl)-4,5-bis(dodecylthio)pentanamide